6-Nitro-3-((2-phenyl-1H-indol-3-yl)methyl)-1H-indole [N+](=O)([O-])C1=CC=C2C(=CNC2=C1)CC1=C(NC2=CC=CC=C12)C1=CC=CC=C1